4-((tert-Butoxycarbonyl)amino)-1,2-dimethylpiperidine-2-carboxylic acid sodium salt [Na+].C(C)(C)(C)OC(=O)NC1CC(N(CC1)C)(C(=O)[O-])C